3-(3-chloro-4,5-dimethyl-6,7,8,9-tetrahydropyrido[3',2':4,5]pyrrolo[1,2-a]pyrazine-7-carbonyl)pyrrolidin ClC1=C(C=2C(=C3N(CCN(C3)C(=O)C3CNCC3)C2N=C1)C)C